FC1=CC=C(N(C(COC=2SC(=NN2)C(F)(F)F)=O)C(C)C)C=C1 4'-fluoro-N-isopropyl-2-(5-trifluoromethyl-1,3,4-thiadiazol-2-yloxy)acetanilide